butenyl-sodium C(=CCC)[Na]